CC1=CC2=C(C=N1)C1(CCN(CC1)C=1OC3(C(N1)=O)CC1=CC=CC=C1C3)OC2 2'-(6-methyl-1H,1'H-spiro[furo[3,4-c]pyridine-3,4'-piperidin]-1'-yl)-1,3-dihydro-4'H-spiro[indene-2,5'-[1,3]oxazol]-4'-one